C1(CC1)S(=O)(=O)N1N=CC(=C1)C1=NC=CC(=N1)NC1=NC=C(C(=C1)NC1CCC(CC1)F)C1=NN(C=C1)C(F)(F)F N2-(2-(1-(Cyclopropylsulfonyl)-1H-pyrazol-4-yl)pyrimidin-4-yl)-N4-((1s,4s)-4-fluorocyclohexyl)-5-(1-(trifluoromethyl)-1H-pyrazol-3-yl)pyridine-2,4-diamine